Pyrrolo[2,1-f][1,2,4]Triazine-4,7-diamine N=1N2C(C(=NC1)N)=CC=C2N